NC1=NC=CC=C1C1=NC=2C(=NC(=CC2)C2=CC=CC=C2)N1C1=CC=C(CNC(C2=NC=CC=C2C#N)=O)C=C1 N-(4-(2-(2-aminopyridin-3-yl)-5-phenyl-3H-imidazo[4,5-b]pyridin-3-yl)benzyl)-3-cyanopicolinamide